ClC1=C(C=2N=C(N=C(C2C=N1)N1C2CN(C(C1)CC2)C(=O)OC(C)(C)C)OCC21CCCN1CCC2)F tert-butyl 5-(7-chloro-8-fluoro-2-((tetrahydro-1H-pyrrolizin-7a(5H)-yl) methoxy) pyrido[4,3-d]pyrimidin-4-yl)-2,5-diazabicyclo[2.2.2]octane-2-carboxylate